(5R)-5-ethyl-3-[5-[(3,3,7-trimethyl-2H-benzofuran-4-yl)oxy]pyrazin-2-yl]imidazolidine-2,4-dione C(C)[C@@H]1C(N(C(N1)=O)C1=NC=C(N=C1)OC1=CC=C(C2=C1C(CO2)(C)C)C)=O